5-(4-amino-2,6-dichlorophenoxy)-1-benzylpyrimidin-2(1H)-one NC1=CC(=C(OC=2C=NC(N(C2)CC2=CC=CC=C2)=O)C(=C1)Cl)Cl